C1(CC1)N1C(CNC[C@H]1C)=O (6R)-1-cyclopropyl-6-methylpiperazin-2-one